4-hydroxy-2-(4,4,5,5-tetramethyl-1,3,2-dioxaborolan-2-yl)benzenesulfonamide 3-(4-chloro-2,6-dimethylphenyl)-8-methoxy-1-methyl-2-oxo-1,8-diazaspiro[4.5]dec-3-en-4-ylcarbonate ClC1=CC(=C(C(=C1)C)C=1C(N(C2(C1OC(O)=O)CCN(CC2)OC)C)=O)C.OC2=CC(=C(C=C2)S(=O)(=O)N)B2OC(C(O2)(C)C)(C)C